Ditetradecyl peroxide C(CCCCCCCCCCCCC)OOCCCCCCCCCCCCCC